(R)-N-(2-(3-methoxypyrrolidin-1-yl)ethyl)-7-oxo-7H-benzo[h]pyrido[2,1-b]quinazoline-12-carboxamide hydrochloride Cl.CO[C@H]1CN(CC1)CCNC(=O)C1=CC=CN2C1=NC=1C3=C(C=CC1C2=O)C=CC=C3